C(C=C)(=O)OCCS(=O)(=O)O 2-(acryloxy)ethanesulfonic acid